3-(3-bromo-4-methoxyphenyl)propionic acid BrC=1C=C(C=CC1OC)CCC(=O)O